(2s,3r,4r,5s)-3,4,5-tris(benzyloxy)-2-(bromomethyl)-1-(2-phenylpropyl)piperidine C(C1=CC=CC=C1)O[C@@H]1[C@H](N(C[C@@H]([C@H]1OCC1=CC=CC=C1)OCC1=CC=CC=C1)CC(C)C1=CC=CC=C1)CBr